COC1=CC=C(C=C1)C1=NNC2=NC=C(C=C21)NC2=CC=CC=C2 3-(4-methoxyphenyl)-N-phenyl-1H-pyrazolo[3,4-b]pyridin-5-amine